2-bromo-1-(2-chloro-3-methoxyphenyl)ethan-1-one BrCC(=O)C1=C(C(=CC=C1)OC)Cl